OC(CCCCCCC(=O)O)CCCCC 8-Hydroxytridecanoic acid